[2-(6-chloro-3-pyridyl)-1-methyl-propyl] (2S)-2-[(3-hydroxy-4-methoxy-pyridine-2-carbonyl) amino]propanoate OC=1C(=NC=CC1OC)C(=O)N[C@H](C(=O)OC(C(C)C=1C=NC(=CC1)Cl)C)C